FCC=1C=C(C=CC1)Br 3-(fluoromethyl)bromobenzene